3-(7-fluoro-1-oxo-6-phenylisoindolin-2-yl)piperidine-2,6-dione FC=1C(=CC=C2CN(C(C12)=O)C1C(NC(CC1)=O)=O)C1=CC=CC=C1